[N+](=O)([O-])C=1C=CC(=NC1NC1=CC=NC=C1)N1CC2N(C(C1)C2)C(=O)OC(C)(C)C tert-butyl 3-{5-nitro-6-[(pyridin-4-yl)amino]pyridin-2-yl}-3,6-diazabicyclo[3.1.1]heptane-6-carboxylate